CN(CC1=NC=CC=C1)CC1=C(C=CC=C1)B(O)O (2-([METHYL(PYRIDIN-2-YLMETHYL)AMINO]METHYL)PHENYL)BORANEDIOL